ClC1=CC(=C2C=NNC2=C1)C1(C[C@@H]2[C@@H](CN(C2)C(CC2CC2)=O)C1)O 1-((3aR,5r,6aS)-5-(6-chloro-1H-indazol-4-yl)-5-hydroxyhexahydrocyclopenta[c]pyrrol-2(1H)-yl)-2-cyclopropylethanone